1-(3-((7-((2-butyloctyl) oxy)-7-oxoheptanoyl) oxy)-2-((4-(dimethylamino) butanoyl) oxy) propyl) 8-(2-hexyldecyl) suberate C(CCCCCCC(=O)OCC(CCCCCCCC)CCCCCC)(=O)OCC(COC(CCCCCC(=O)OCC(CCCCCC)CCCC)=O)OC(CCCN(C)C)=O